N1(C=NC=C1)C1=NC=CC(=N1)N1CCNCC1 2-(1H-Imidazolyl)-4-(piperazin-1-yl)pyrimidine